2-(6-chloro-1H-benzo[d]imidazol-1-yl)-N-(4-(((6-cyclopropylimidazo[1,2-a]pyridin-2-yl)methyl)amino)pyridin-2-yl)acetamide ClC=1C=CC2=C(N(C=N2)CC(=O)NC2=NC=CC(=C2)NCC=2N=C3N(C=C(C=C3)C3CC3)C2)C1